[Ag].FC(C1CC(C1)(C(=O)O)C(=O)O)(F)F 3-trifluoromethylcyclobutane-1,1-dicarboxylic acid silver